C(C)(C)(C)OC(=O)N1CC(C2=C(CC1)C=CC(=C2)Br)NC(=O)OC(C)(C)C 8-bromo-1-((tert-butoxycarbonyl)amino)-1,2,4,5-tetrahydro-3H-benzo[d]azepine-3-carboxylic acid tert-butyl ester